BrC1=CC=2N(C=C1)C(=CN2)S(=O)(=O)NC2=NC(=C(C=C2F)CC#N)OC 7-bromo-N-[5-(cyanomethyl)-3-fluoro-6-methoxy-2-pyridyl]imidazo[1,2-a]pyridine-3-sulfonamide